1-methyl-6-(2-methyl-4-(6-(trifluoromethyl)quinazolin-2-yl)phenyl)-1,4,5,6-tetrahydro-7H-pyrazolo[3,4-c]pyridin-7-one CN1N=CC2=C1C(N(CC2)C2=C(C=C(C=C2)C2=NC1=CC=C(C=C1C=N2)C(F)(F)F)C)=O